FC1=C2C(NC(C2=CC=C1NC1=NC=C(C(=N1)N[C@H](CO)C1=CC=CC=C1)C(=O)NN)=O)(C)C (S)-2-((4-fluoro-3,3-dimethyl-1-oxoisoindolin-5-yl)amino)-4-((2-hydroxy-1-phenylethyl)amino)pyrimidine-5-carbohydrazide